FC1=C(OC(C(=O)OCC)(C)C)C=CC(=C1)CN1N=CN(C1=O)C1=CC=C(C=C1)C(F)(F)F Ethyl 2-(2-fluoro-4-((5-oxo-4-(4-(trifluoromethyl) phenyl)-4,5-dihydro-1H-1,2,4-triazol-1-yl)methyl)phenoxy)-2-methylpropionate